Antipyrin CC1=CC(=O)N(C2C=CC=CC=2)N1C